3,5'-bis(3-chloropropoxy)-2,2'-dimethyl-1,1'-biphenyl ClCCCOC=1C(=C(C=CC1)C1=C(C=CC(=C1)OCCCCl)C)C